ClC1=C(C=CC=C1)C(C#CC1=CC(=CC=C1)Cl)=O (2-chlorophenyl)-3-(3-chlorophenyl)prop-2-yn-1-one